ClC1=CC=C(CC2C(N(CCC2)C(=O)OC(C)(C)C)=O)C=C1 tert-butyl 3-(4-chlorobenzyl)-2-oxopiperidin-1-carboxylate